1,1-dimethylethyl (3aR,6aS)-5-(hydroxy)-hexahydrocyclopenta[c]pyrrole-2(1H)-carboxylate OC1C[C@@H]2[C@@H](CN(C2)C(=O)OC(C)(C)C)C1